4-[2-[3-[(4-methoxyphenyl)methoxy]-4-pyridyl]ethynyl]-N1-methyl-2,7-naphthyridine-1,6-diamine COC1=CC=C(C=C1)COC=1C=NC=CC1C#CC1=CN=C(C2=CN=C(C=C12)N)NC